3-amino-1-(tert-butoxycarbonyl)piperidine-3-carboxylic acid NC1(CN(CCC1)C(=O)OC(C)(C)C)C(=O)O